N=1N=CN2C1N=CC=C2 1,2,4-triazolo[4,3-a]pyrimidine